N[C@H](C(=O)NCCNC(=O)C1=C(C(=C(S1)C(C(CC)C1=CC=C(C=C1)F)=O)C(=O)OC)C)C(C)C Methyl 5-((2-((S)-2-amino-3-methylbutanamidyl) ethyl) carbamoyl)-2-(2-(4-fluorophenyl) butyryl)-4-methylthiophene-3-carboxylate